C(C)C1(CCN(CC1)C1=CC=C(C=N1)B(O)O)C(NC(C)C)=O (6-(4-ethyl-4-(isopropylcarbamoyl)piperidin-1-yl)pyridin-3-yl)boronic acid